N1(N=CN=C1)CCCOC1=NN(C=C1NC1=NC=C(C=N1)C1=CC(=C(C=C1)Cl)O[C@H](CN1N=NN=C1)C)C1CCC(CC1)N1CCOCC1 N-(3-(3-(1H-1,2,4-triazol-1-yl)propoxy)-1-((1r,4r)-4-morpholinocyclohexyl)-1H-pyrazol-4-yl)-5-(3-(((S)-1-(1H-tetrazol-1-yl)propan-2-yl)oxy)-4-chlorophenyl)pyrimidin-2-amine